1-tert-butoxycarbonylamino-cyclopropanecarboxylic acid benzyl ester C(C1=CC=CC=C1)OC(=O)C1(CC1)NC(=O)OC(C)(C)C